6-methoxy-N-(4-(2-propylhydrazine-1-carbonyl)benzyl)-2-naphthamide COC=1C=C2C=CC(=CC2=CC1)C(=O)NCC1=CC=C(C=C1)C(=O)NNCCC